C(C1=CC=CC=C1)N1C2=C(SCC1=O)C=C(C=C2)C(=O)NC2=CNC1=CC=CC=C21 4-benzyl-N-(1H-indol-3-yl)-3-oxo-3,4-dihydro-2H-benzo[b][1,4]thiazine-7-carboxamide